2,3-bis(mercapto)propane SC(C)CS